(2R,3S,5S)-5-(6-(allyldisulfanyl)-2-amino-9H-purin-9-yl)-2-(hydroxymethyl-d2)tetrahydrofuran-3-ol C(C=C)SSC1=C2N=CN(C2=NC(=N1)N)[C@@H]1C[C@@H]([C@H](O1)C([2H])([2H])O)O